C(C)[C@]12[C@H]3CC[C@]4([C@H]([C@@H]3CC[C@@H]2C[C@](CC1)(C)O)CCCC[C@@H]4C(C)=O)C 1-((2R,4aS,4bS,6aS,7S,11aS,11bS,13aR)-4a-ethyl-2-hydroxy-2,6a-dimethyloctadecahydro-1H-cyclohepta[a]phenanthren-7-yl)ethanone